5-bromo-3-ethoxypyridin-2-amine BrC=1C=C(C(=NC1)N)OCC